O1NNNC1 1,2,3,4-oxatriazolidine